[C@H]1([C@H](O)[C@@H](O)[C@H](O)CO1)N=[N+]=[N-] α-D-xylopyranosyl azide